ClC1=NC=C(C(=C1)C1=C(C=NC(=C1)C)C(=O)NC=1SC2=C(N1)CN(C2)C(C2=C(N=C(C=C2C)OC)Cl)=O)OC 2'-chloro-N-(5-(2-chloro-6-methoxy-4-methylnicotinoyl)-5,6-dihydro-4H-pyrrolo[3,4-d]thiazol-2-yl)-5'-methoxy-6-methyl-[4,4'-bipyridine]-3-carboxamide